2-O-phytanoyl-sn-glycerol C(CC(C)CCCC(C)CCCC(C)CCCC(C)C)(=O)OC(CO)CO